ClC=1C(=C2N=C(N=C3C2=C(OC(C2C4CCC(CN32)N4C(=O)[O-])C)N1)S(=O)C)F 2-chloro-1-fluoro-5-methyl-12-(methylsulfinyl)-5a,6,7,8,9,10-hexahydro-5H-4-oxa-3,10a,11,13,14-pentaaza-6,9-methanonaphtho{1,8-ab}heptalene-14-carboxylate